2-(2-fluoro-5-((R or S)-1-(((R)-phenyl((R)-1,2,3,4-tetrahydropyrido[2,3-b]pyrazin-3-yl)methyl)amino)propan-2-yl)phenyl)-2-methylpropanoic acid FC1=C(C=C(C=C1)[C@H](CN[C@@H]([C@H]1CNC2=C(N1)N=CC=C2)C2=CC=CC=C2)C)C(C(=O)O)(C)C |o1:7|